C(\C=C\C(=O)O)(=O)O.CN(CCC1=CNC2=CC=CC=C12)C.CN(CCC1=CNC2=CC=CC=C12)C N,N-dimethyltryptamine hemifumarate salt